aluminum tri(10-undecenoate) C(CCCCCCCCC=C)(=O)[O-].C(CCCCCCCCC=C)(=O)[O-].C(CCCCCCCCC=C)(=O)[O-].[Al+3]